C(CCCC)C1(CCCCC1)CCCCCCC(C)C Pentylisononylcyclohexan